5-bromo-1,2-dimethyl-1,2-dihydro-3H-pyrazolo[4,3-b]pyridin-3-one BrC1=CC=C2C(=N1)C(N(N2C)C)=O